racemic-(3,5-difluoropyridin-2-yl)methan-d-ol FC=1C(=NC=C(C1)F)[C@H](O)[2H] |r|